C1(=CC=CC=C1)NC(NC1=CC=C(C=C1)NS(=O)(=O)C1=CC=CC=C1)=O N-[4-(3-phenylureido)phenyl]benzenesulfonamide